3-[[2-(Difluoromethoxy)-5-[3-(difluoromethoxy)-4-fluoro-phenyl]-3-pyridyl]methyl]oxazolidin-2-one FC(OC1=NC=C(C=C1CN1C(OCC1)=O)C1=CC(=C(C=C1)F)OC(F)F)F